tert-butyl (R)-3-(2-(2-methylpyrimidine-5-carbonyl)-6-(4,4,5,5-tetramethyl-1,3,2-dioxaborolan-2-yl)-1,2,3,4-tetrahydroisoquinolin-8-yl)morpholine-4-carboxylate CC1=NC=C(C=N1)C(=O)N1CC2=C(C=C(C=C2CC1)B1OC(C(O1)(C)C)(C)C)[C@H]1N(CCOC1)C(=O)OC(C)(C)C